BrC1=C(C(=CC=C1)OC(F)F)[C@@H](CC(=O)OC(C)(C)C)NC1=C(C(=CC=C1[N+](=O)[O-])Cl)F tert-butyl (3R)-3-[2-bromo-6-(difluoromethoxy)phenyl]-3-[(3-chloro-2-fluoro-6-nitrophenyl)amino]propanoate